O=C1NC(CCC1N1C(C2=CC=C(C=C2C1=O)N1CCN(CC1)C1CCC(CC1)NC(OC(C)(C)C)=O)=O)=O tert-butyl ((1r,4r)-4-(4-(2-(2,6-dioxopiperidin-3-yl)-1,3-dioxoisoindolin-5-yl)piperazin-1-yl)cyclohexyl)carbamate